COC(C[C@H](C(=O)N1C[C@@](CCC1)(CC1=CC=C(C=C1)Cl)N)[C@H]1CCC2=CC=CC=C12)=O.NC1=CC=C(C=C1)C1=CC(=C2C=CC3=C(C=C(C4=CC=C1C2=C34)C3=CC=C(C=C3)N)C3=CC=C(C=C3)N)C3=CC=C(C=C3)N 1,3,6,8-tetrakis(4-aminophenyl)pyrene Methyl-(S)-4-((R)-3-amino-3-(4-chlorobenzyl)piperidin-1-yl)-3-((R)-2,3-dihydro-1H-inden-1-yl)-4-oxobutanoate